5-(n-propyl)-6-fluoropyridin-3-ol C(CC)C=1C=C(C=NC1F)O